NC1=NN2C(CSCC2)=C1 2-amino-6,7-dihydro-4H-pyrazolo[5,1-c][1,4]thiazine